1-(allyloxy)-2-((4-methoxyphenyl)ethynyl)benzene C(C=C)OC1=C(C=CC=C1)C#CC1=CC=C(C=C1)OC